4'-chloro-2,2,2-trifluoroacetophenone (E,Z)-O-1,3-dioxolan-2-ylmethyloxime O1C(OCC1)CO\N=C(\C(F)(F)F)/C1=CC=C(C=C1)Cl